5-chloro-2-isopropoxypyridine-3-sulfonyl chloride ClC=1C=C(C(=NC1)OC(C)C)S(=O)(=O)Cl